FCCN(C1=CC=2N(C=C1)C=C(N2)C2=CC(=CC=C2)OC)C N-(2-fluoroethyl)-2-(3-methoxyphenyl)-N-methylimidazo[1,2-a]pyridin-7-amine